ClC=1C(=CC2=C(N(C=N2)CC)C1)C#CC1=NN(C(=C1C(=O)N)NC)[C@@H]1CN([C@H](C1)COC)C(C(=C)F)=O 3-[2-(6-Chloro-1-ethyl-1,3-benzodiazol-5-yl)ethynyl]-1-[(3S,5R)-1-(2-fluoroprop-2-enoyl)-5-(methoxymethyl)pyrrolidin-3-yl]-5-(methylamino)pyrazole-4-carboxamide